di-ammonium dihydrogen borate B(O)(O)[O-].[NH4+].[NH4+].B(O)(O)[O-]